COC1=C(C=CC=C1)C(CN1C(N(C(C2=C1SC(=C2C)C=2OC=CN2)=O)C(C(=O)O)(C)C)=O)OC2CCN(CC2)C 2-(1-(2-(2-methoxyphenyl)-2-((1-methylpiperidin-4-yl)oxy)ethyl)-5-methyl-6-(oxazol-2-yl)-2,4-dioxo-1,4-dihydrothieno[2,3-d]pyrimidin-3(2H)-yl)-2-methylpropanoic acid